ClC1=C(C=CC(=C1)F)C1=CC=NC2=CC(=CC=C12)O[C@@H](C(=O)NC1CC(C1)C(=O)OC)C methyl 3-[[(2R)-2-[[4-(2-chloro-4-fluoro-phenyl)-7-quinolyl]oxy]propanoyl]amino]cyclobutanecarboxylate